3-(3-((4-(4-amino-3-(4-phenoxyphenyl)-1H-pyrazolo[3,4-d]pyrimidin-1-yl)piperidin-1-yl)methyl)-5-fluorophenyl)piperidine-2,6-dione NC1=C2C(=NC=N1)N(N=C2C2=CC=C(C=C2)OC2=CC=CC=C2)C2CCN(CC2)CC=2C=C(C=C(C2)F)C2C(NC(CC2)=O)=O